C12CN(CC(N1)C2)C2OC=1C(=N2)C(C=CC1C=1SC=CN1)(S(=O)(=O)NCCO)OC(F)(F)F 2-(3,6-diazabicyclo[3.1.1]heptan-3-yl)-N-(2-hydroxyethyl)-7-(thiazol-2-yl)-4-(trifluoromethoxy)-benzo[d]oxazole-4-sulfonamide